C(CCCCCCCCCCCCCCC)[N+]1(CCC(CC1)O)CCCS(=O)(=O)[O-] 1-hexadecyl-1-(3-sulfonatopropyl)-4-hydroxypiperidinium